ClC=1C=C(C=CC1)[C@@H](CO)NC(=O)C1=CN(C=C1)C1=NC(=NC=C1C)NC1CNCC1 N-((S)-1-(3-chlorophenyl)-2-hydroxyethyl)-1-(5-methyl-2-(pyrrolidin-3-ylamino)pyrimidin-4-yl)-1H-pyrrole-3-carboxamide